C(CCC)N1CC(C1)OC1=CC(=C(C(=C1)F)[C@H]1[C@@H](N(CC=2C3=C(C=CC12)NN=C3)C)CC3CC3)F (6S,7S)-6-(4-((1-Butylazetidin-3-yl)oxy)-2,6-difluorophenyl)-7-cyclopropylmethyl-8-methyl-6,7,8,9-tetrahydro-3H-pyrazolo[3,4-h]isochinolin